NC1CC2CCC(C1)N2C(=O)OC(C)(C)C tert-Butyl 3-amino-8-azabicyclo[3.2.1]octane-8-carboxylate